(S,E)-3-(4-chlorophenyl)-N'-((4-chlorophenyl)sulfonyl)-N-(2-((4-methylpiperazin-1-yl)sulfonyl)ethyl)-4-phenyl-4,5-dihydro-1H-pyrazole-1-carboximidamide ClC1=CC=C(C=C1)C1=NN(C[C@@H]1C1=CC=CC=C1)/C(/NCCS(=O)(=O)N1CCN(CC1)C)=N/S(=O)(=O)C1=CC=C(C=C1)Cl